(Z)-1-(4-amino-2-fluoro-but-2-en-1-yl)-4-(3-(N-cyclopropylsulfamoyl)phenyl)-N,N,2-trimethyl-1H-benzo[d]imidazole-6-carboxamide hydrochloride Cl.NC\C=C(\CN1C(=NC2=C1C=C(C=C2C2=CC(=CC=C2)S(NC2CC2)(=O)=O)C(=O)N(C)C)C)/F